[11CH3]N(C)C1=CC=C(C=N1)C=1C(=NC2=CC=C(C=C2C1)O)C=CC=C 6-(N-[11C]methyl-N-methylamino)pyridine-3-yl(buta-1,3-dienyl)quinoline-6-ol